2-(2,3-dihydrobenzo[b][1,4]dioxin-6-yl)-1-(piperidin-4-yl)ethan O1C2=C(OCC1)C=C(C=C2)CCC2CCNCC2